N4-(1,4-Benzoxazine-3-on-6-yl)-5-fluoro-N2-(3-hydroxyphenyl)-2,4-pyrimidinediamine O1CC(NC2=C1C=CC(=C2)NC2=NC(=NC=C2F)NC2=CC(=CC=C2)O)=O